BrC=1C=C2C=NN(C2=CC1F)C(C)=O 1-(5-bromo-6-Fluoro-1H-Indazol-1-yl)ethanone